C1(CC1)C1=NC=NC(=C1C=1N=C2CCCC=3C2=C(N1)N(N3)CC3=CC(=C(C=C3)C=3N(C=C(N3)C(F)(F)F)C)F)OC (4-cyclopropyl-6-methoxypyrimidin-5-yl)-2-(3-fluoro-4-(1-methyl-4-(trifluoromethyl)-1H-imidazol-2-yl)benzyl)-2,6,7,8-tetrahydropyrazolo[3,4,5-de]quinazoline